BrC=1C(=NC=CC1)S(=O)(=O)NC(C)(C)C 3-bromo-N-tert-butyl-pyridine-2-sulfonamide